OC=1C=2N(C=C(N1)NC(=O)C1=CC=C(C3=CN(N=C13)C)N1CCNCC1)C=C(N2)C N-{8-hydroxy-2-methylimidazo[1,2-a]pyrazin-6-yl}-2-methyl-4-(piperazin-1-yl)indazole-7-carboxamide